tert-Butyl (4S)-2-(4-chloro-3,5-dimethylphenyl)-4-methyl-3-(2-oxo-1H-imidazol-3-yl)-6,7-dihydro-4H-pyrazolo[4,3-c]pyridine-5-carboxylate ClC1=C(C=C(C=C1C)N1N=C2C([C@@H](N(CC2)C(=O)OC(C)(C)C)C)=C1N1C(NC=C1)=O)C